1-((1s,3s)-3-hydroxycyclobutyl)pyrrolidin-2-one OC1CC(C1)N1C(CCC1)=O